CC([C@@H](CC(=O)O)NC1=NC=CC=C1)C (3R)-4-methyl-3-[(pyridin-2-yl)amino]-pentanoic acid